C1(CC1)C(=O)NC1=NC=C(C(=O)NC([2H])([2H])[2H])C(=C1)NC1=CN(C=2N=CN(C(C21)=O)CC)CC(F)(F)F 6-(Cyclopropanecarboxamido)-4-((3-ethyl-4-oxo-7-(2,2,2-trifluoroethyl)-4,7-dihydro-3H-pyrrolo[2,3-d]pyrimidin-5-yl)amino)-N-(methyl-d3)nicotinamide